4-(4-{6-[(3R)-3-(cyclobutylamino)pyrrolidin-1-yl]pyridazin-3-yl}-2-fluoro-5-hydroxyphenyl)-1H-pyridin-2-one C1(CCC1)N[C@H]1CN(CC1)C1=CC=C(N=N1)C1=CC(=C(C=C1O)C1=CC(NC=C1)=O)F